allyl-2-chloro-3-hydroxypropylether C(C=C)C(C(COCC(C(CC=C)O)Cl)Cl)O